(R)-N-((6-(3,6-dihydro-2H-pyran-4-yl)pyridazin-3-yl)methyl)-1-(pyrimidin-2-yl)ethan-1-amine hydrochloride Cl.O1CCC(=CC1)C1=CC=C(N=N1)CN[C@H](C)C1=NC=CC=N1